bicyclo[2.2.1]hept-5-en-2-yl-3-(3,5-di-tert-butyl-4-hydroxyphenyl)propionic acid methyl ester COC(C(CC1=CC(=C(C(=C1)C(C)(C)C)O)C(C)(C)C)C1C2C=CC(C1)C2)=O